cerium acetate dihydrate O.O.C(C)(=O)[O-].[Ce+3].C(C)(=O)[O-].C(C)(=O)[O-]